ClC1=CC(=C(C=C1)NC(=O)N[C@H]1C(N([C@@H](C1)CO)C1=C(C(=C(C=C1)C1=C(C=CC=C1)P(=O)(C)C)F)F)=O)F 1-(4-chloro-2-fluorophenyl)-3-((3r,5s)-1-(2'-(dimethylphosphoryl)-2,3-difluoro-[1,1'-biphenyl]-4-yl)-5-(hydroxymethyl)-2-oxopyrrolidin-3-yl)urea